OCC1=CC(=C2CN(C(C2=C1)=O)C1C(NC(CC1)=O)=O)OC 3-[6-(hydroxymethyl)-4-methoxy-1-oxo-isoindolin-2-yl]piperidine-2,6-dione